FC1=CC=C(C=C1)NC1=NC=CC(=C1)N1C=C(C=C1)C(=O)NC(CO)C1=CC=CC=C1 1-(2-((4-fluorophenyl)amino)pyridin-4-yl)-N-(2-hydroxy-1-phenylethyl)-1H-pyrrole-3-carboxamide